methyl 5-(2-phenylbutyrylamino)-4-cyanothiophene-2-carboxylate C1(=CC=CC=C1)C(C(=O)NC1=C(C=C(S1)C(=O)OC)C#N)CC